C(C)(C)(C)OC(=O)N1CC2(C1)CCN(CC2)CC2=CC=C(C=C2)S(=O)(=O)C(F)(F)F 7-(4-trifluoromethanesulfonyl-benzyl)-2,7-diazaspiro[3.5]nonane-2-carboxylic acid tert-butyl ester